C(C1=CC=CC=C1)(=O)NC1C(C2=CC=CC=C2CC1)C(=O)O 2-benzoylamino-1,2,3,4-tetrahydronaphthalene-1-carboxylic acid